OCC1CN(CCO1)C1=CC=C(N=N1)NC1=C2C(=NC(=C1)OC=1C(=CC(=NC1)C#N)C)N(C=N2)C 5-[7-[[6-[2-(hydroxymethyl)morpholin-4-yl]pyridazin-3-yl]amino]-3-methylimidazo[4,5-b]pyridin-5-yl]oxy-4-methylpyridine-2-carbonitrile